BrC=1C=C(C=CC1F)C1(CC(C1)C)C1=NN=CN1C 3-[1-(3-bromo-4-fluorophenyl)-3-methylcyclobutyl]-4-methyl-4H-1,2,4-triazole